9,9'-(3'-(thianthren-1-yl)-[1,1'-biphenyl]-2,5-diyl)bis(9H-carbazole) C1(=CC=CC=2SC3=CC=CC=C3SC12)C=1C=C(C=CC1)C1=C(C=CC(=C1)N1C2=CC=CC=C2C=2C=CC=CC12)N1C2=CC=CC=C2C=2C=CC=CC12